(R)-5-(1-(3,5-dichloropyridazin-4-yl)ethoxy)-6-fluoro-3-(6-(6-(methylsulfonyl)-2,6-diazaspiro[3.3]heptan-2-yl)pyridin-3-yl)-1H-indazole ClC=1N=NC=C(C1[C@@H](C)OC=1C=C2C(=NNC2=CC1F)C=1C=NC(=CC1)N1CC2(C1)CN(C2)S(=O)(=O)C)Cl